(3-(9-borabicyclo[3.3.1]nonan-9-yl)propyl)di-tert-butylphosphane C12CCCC(CCC1)B2CCCP(C(C)(C)C)C(C)(C)C